ClC1=CC=C(C=C1)C#CC(=O)NC1=C(C(=NN1)C1=CC=NC=C1)C 3-(4-Chlorophenyl)-N-(4-methyl-3-(pyridin-4-yl)-1H-pyrazol-5-yl)propiolamide